N-n-Butyl-1-aza-2,2-dimethoxy-2-silacyclopentan C(CCC)N1[Si](CCC1)(OC)OC